FC1=CC=C(C=C1)C1=CC=C(S1)CC(=O)NCCN1CCCCC1 2-(5-(4-fluorophenyl)thiophen-2-yl)-N-(2-(piperidin-1-yl)ethyl)acetamide